C(C)(=O)NC=1C=CC(=NC1Cl)C1=CC(=NC=C1)NC(OC(C)(C)C)=O tertbutyl (5-acetamido-6-chloro-[2,4'-bipyridin]-2'-yl)carbamate